C(C)(=O)C=1C=C(C(N(C1)C)=O)F 5-Acetyl-3-fluoro-1-methylpyridin-2(1H)-one